NC=1C=C(C=CC1)C1=CN=C2N1N=C(C=C2)NCCC 3-(3-aminophenyl)-N-propyl-imidazo[1,2-b]pyridazin-6-amine